C[C@H]1CC([C@@H]2[C@H](CC[C@H](C[C@H]12)C(=C)C)C)=O (3S,3aR,5R,8S,8aR)-3,8-Dimethyl-5-(prop-1-en-2-yl)octahydroazulen-1(2H)-on